t-Butoxyphenyltriacetoxysilane C(C)(C)(C)OCC(=O)O[Si](OC(C)=O)(OC(C)=O)C1=CC=CC=C1